[Pb](Br)Br lead bromide